CC1=C(C=2N(C=C1C1=C(C=3C(=CN=C(C3F)C3CCN(CC3)C(CN(C)C)=O)N1)C(C)C)N=CN2)C 1-(4-(2-(7,8-dimethyl-[1,2,4]triazolo[1,5-a]pyridin-6-yl)-4-fluoro-3-isopropyl-1H-pyrrolo[2,3-c]pyridin-5-yl)piperidin-1-yl)-2-(dimethylamino)ethan-1-one